FC([C@H](C)O)(F)F (S)-1,1,1-trifluoro-2-propanol